CC1=CC=C(C=C1)S(=O)(=O)OC[C@H](C)C1CCN(CC1)NC(=O)OC(C)(C)C (R)-2-(1-((tert-butoxycarbonyl)amino)piperidin-4-yl)propyl 4-methylbenzenesulfonate